acryloxystearyl phosphate P(=O)(OCCCCCCCCCCCCCCCCCCOC(C=C)=O)([O-])[O-]